NC=1C(=C(C=CC1F)N(S(=O)(=O)CCCF)COCC[Si](C)(C)C)F N-(3-amino-2,4-difluorophenyl)-3-fluoro-N-((2-(trimethylsilyl)-ethoxy)methyl)propane-1-sulfonamide